(fluoromethyl)cyclopropaneamine hydrochloride Cl.FCC1(CC1)N